C(C)(C)(C)OC(N[C@H](C(=O)NC1=CC(=C(C=C1)Cl)Cl)C(C)C)=O (S)-(1-((3,4-dichlorophenyl)amino)-3-methyl-1-oxobutan-2-yl)carbamic acid tert-butyl ester